(2R)-1-cyano-N-[2-[(4,4-difluorocyclohexyl)amino]-1-(5-fluoro-3-pyridyl)-2-oxo-ethyl]-3,3-dimethyl-N-[4-(pentafluoro-λ6-sulfanyl)phenyl]pyrrolidine-2-carboxamide C(#N)N1[C@H](C(CC1)(C)C)C(=O)N(C1=CC=C(C=C1)S(F)(F)(F)(F)F)C(C(=O)NC1CCC(CC1)(F)F)C=1C=NC=C(C1)F